3,6-dioxo-1,8-octanediothiol O=C(CCS)CCC(CCS)=O